C(C)[Ge](CC)CC Tri(ethyl)germanium